FC(C(C(F)(F)F)OC(=O)N1CCC2(C[C@H]2C(NC=2C(=NC=CC2)C(F)(F)F)=O)CC1)(F)F.C1=C(C=CC2=CC=CC=C12)C1(C2=CC=CC=C2C=2C=CC=CC12)C1=CC=CC=C1 |r| 9-(naphthalen-2-yl)9-phenyl-9H-fluorene 1,1,1,3,3,3-hexafluoropropan-2-yl-(±)-1-((2-(trifluoromethyl)pyridin-3-yl)carbamoyl)-6-azaspiro[2.5]octane-6-carboxylate